(4-chloro-2-methylphenyl)(4-methylenepiperidin-1-yl)methanone ClC1=CC(=C(C=C1)C(=O)N1CCC(CC1)=C)C